N-(3-methacryloyloxyheptadecyl)-2-pyrrolidone C(C(=C)C)(=O)OC(CCN1C(CCC1)=O)CCCCCCCCCCCCCC